O1CCOC12CCC(CC2)C2=NC(=NC=C2C(F)(F)F)NC2=C(C=C(C=C2)SC2CC1(C2)CCN(CC1)C(=O)OC(C)(C)C)C Tert-butyl 2-[4-[[4-(1,4-dioxaspiro[4.5]decan-8-yl)-5-(trifluoromethyl)pyrimidin-2-yl]amino]-3-methyl-phenyl]sulfanyl-7-azaspiro[3.5]nonane-7-carboxylate